(S)-(4-((5-(dimethylamino)-7-methylimidazo[1,2-a]pyrimidin-6-yl)methyl)phenyl)(imino)(methyl)-λ6-sulfanone CN(C1=C(C(=NC=2N1C=CN2)C)CC2=CC=C(C=C2)[S@@](=O)(C)=N)C